ClC=1C(=NC(=NC1)NC1=C(C=C(C(=C1)C)C=1C[C@@H](N([C@@H](C1)C1CC1)C)C1CC1)OC(C)C)NC1=C(C=CC=C1)S(=O)(=O)C(C)C 5-chloro-N2-(4-(cis-2,6-dicyclopropyl-1-methyl-1,2,3,6-tetrahydropyridin-4-yl)-2-isopropoxy-5-methylphenyl)-N4-(2-(isopropylsulfonyl)phenyl)pyrimidine-2,4-diamine